ClC1=CC=C2C(=CNC2=C1)S(=O)(=O)NC1=NC=C(C=C1F)C 6-chloro-N-(3-fluoro-5-methylpyridin-2-yl)-1H-indole-3-sulphonamide